C(=O)O.C(C)NC1=CC=CC=C1 ethyl-aniline formate